1'-(IMIDAZO[1,2-C]PYRIMIDIN-5-YL)-5,7-DIHYDROSPIRO[CYCLOPENTA[B]PYRIDINE-6,4'-PIPERIDINE]-5-AMINE N=1C=CN2C(=NC=CC21)N2CCC1(CC2)C(C=2C(=NC=CC2)C1)N